((3R,4R,5R,6R)-6-(aminomethyl)-2,4,5-trihydroxytetrahydro-2H-pyran-3-yl)tetrahydropyrimidin-2(1H)-one NC[C@@H]1[C@@H]([C@@H]([C@H](C(O1)O)N1C(NCCC1)=O)O)O